(Z)-2-(2,6-Dioxopiperidin-3-yl)-4-((2-(2-(2-(4-(1-(4-hydroxyphenyl)-2-phenylbut-1-en-1-yl)phenoxy)ethoxy)ethoxy)ethyl)amino)isoindolin-1,3-dion O=C1NC(CCC1N1C(C2=CC=CC(=C2C1=O)NCCOCCOCCOC1=CC=C(C=C1)\C(=C(\CC)/C1=CC=CC=C1)\C1=CC=C(C=C1)O)=O)=O